BrC=1C=C2C(=C(N1)N1CCOCC1)SC(=C2)C=O 5-bromo-7-morpholino-thieno[2,3-c]pyridine-2-carbaldehyde